(2R)-2-{[(E)-{5-[3-amino-2,6-dioxo-4-(trifluoromethyl)-3,6-dihydropyrimidin-1(2H)-yl]-2-chloro-4-fluorobenzylidene}amino]oxy}propanoic acid NN1C(N(C(C=C1C(F)(F)F)=O)C=1C(=CC(=C(\C=N\O[C@@H](C(=O)O)C)C1)Cl)F)=O